8-(8,8-difluoro-2-(methyl-d3)-2,6-diazaspiro[3.4]oct-6-yl)-6-methyl-N-(1-(methylsulfonyl)piperidin-4-yl)pyrido[3,4-d]pyrimidin-2-amine FC1(CN(CC12CN(C2)C([2H])([2H])[2H])C2=NC(=CC1=C2N=C(N=C1)NC1CCN(CC1)S(=O)(=O)C)C)F